7-[(3-methylcyclohexyl)oxy]heptanoic acid CC1CC(CCC1)OCCCCCCC(=O)O